ClC=1C=C2C=3C(=CC=CC3NC2=CC1)CC(=O)OC Methyl 2-(6-chloro-9H-carbazol-4-yl)acetate